6-(((5-(4-METHOXYPHENYL)OXAZOL-2-YL)METHYL)THIO)-1,3,5-TRIAZINE-2,4-DIAMINE COC1=CC=C(C=C1)C1=CN=C(O1)CSC1=NC(=NC(=N1)N)N